[Cl-].COC1=CC=C(C[P+](C2=CC=CC=C2)(C2=CC=CC=C2)C2=CC=CC=C2)C=C1 (4-Methoxybenzyl)triphenylphosphonium chloride